4-methyl-1-naphthaleneboronic acid CC1=CC=C(C2=CC=CC=C12)B(O)O